(N,N-dimethyl)aminopropyltriethoxysilane CN(C)CCC[Si](OCC)(OCC)OCC